(S)-2-((3-(1-(4'-Carboxy-[1,1'-biphenyl]-4-yl)-6-methyl-2-oxo-1,2-dihydro-3H-imidazo[4,5-b]pyridin-3-yl)pyrrolidin-1-yl)methyl)-1-methyl-1H-imidazole-5-carboxylic Acid C(=O)(O)C1=CC=C(C=C1)C1=CC=C(C=C1)N1C(N(C2=NC=C(C=C21)C)[C@@H]2CN(CC2)CC=2N(C(=CN2)C(=O)O)C)=O